5-Bromo-3-iodo-7-methyl-1H-pyrazolo[3,4-c]pyridine BrC=1C=C2C(=C(N1)C)NN=C2I